2-(6-(7,8-dimethyl-[1,2,4]triazolo[1,5-a]pyridin-6-yl)-5-isopropyl-2H,7H-spiro[furo[3,2-f]indol-3,4'-piperidin]-1'-yl)acetamide CC1=C(C=2N(C=C1C=1NC3=CC4=C(C=C3C1C(C)C)C1(CCN(CC1)CC(=O)N)CO4)N=CN2)C